CSCCSCC(=O)O 2-((2-(methylthio)ethyl)thio)acetic acid